N1N=CC2=CC=C(C=C12)NC1=NC(=NC=C1C(F)(F)F)NC1=CC=C(C=C1)N1CCN(CC1)C N4-(1H-indazol-6-yl)-N2-(4-(4-methylpiperazin-1-yl)phenyl)-5-(trifluoromethyl)pyrimidine-2,4-diamine